4-[4-(8-methyl-4-oxo-2,3-dihydro-1H-quinazolin-2-yl)-2H-1,2,3-triazol-5-yl]phenoxyacetate CC=1C=CC=C2C(NC(NC12)C1=NNN=C1C1=CC=C(OCC(=O)[O-])C=C1)=O